ClC1=CC=C(C=C1)C1C=CN=C(N1CC(C)(C)O)C=1C=NC(=NC1)C 6-(4-Chlorophenyl)-N-(2-hydroxy-2-methylpropyl)-2'-methyl[2,5'-bipyrimidin]